N1C=CC=2C1=NC=C(C2)C(=O)N 1H-pyrrolo[2,3-b]Pyridine-5-carboxamide